BrC=1C=C(C(N(C1C)C=1C=NC=CC1)=O)C(=O)O 5-bromo-6-methyl-2-oxo-2H-[1,3'-bipyridine]-3-carboxylic acid